tert-butyl (3-(chloromethyl)-9-fluoro-2-iodo-1-carbonyl-6,7-dihydro-1H,5H-pyrido[3,2,1-ij]quinolin-7-yl)carbamate ClCC=1N2C3=C(C=C(C=C3C(C1I)=C=O)F)C(CC2)NC(OC(C)(C)C)=O